(6-{6-[3-(tert-butylamino)pyrrolidin-1-yl]pyridazin-3-yl}-5-methoxy-1-benzofuran-2-yl)methanol C(C)(C)(C)NC1CN(CC1)C1=CC=C(N=N1)C1=CC2=C(C=C(O2)CO)C=C1OC